FC(C(=O)O)(F)F.CN1C(NC2=C1C=CC(=C2)C(=O)N)=O 1-methyl-2-oxo-2,3-dihydro-1H-benzimidazole-5-carboxamide trifluoroacetate